N[C@H]1C[C@H](CCC1)NC1=NC=C2C=C(N=C(C2=C1)NC(C)C)C#N 7-(((1S,3R)-3-aminocyclohexyl)amino)-1-(isopropylamino)-2,6-naphthyridine-3-carbonitrile